methoxy-4-(piperidin-4-yloxy)-2-(trifluoromethyl)quinoline hydrochloride Cl.COC=1C(=NC2=CC=CC=C2C1OC1CCNCC1)C(F)(F)F